bis(cyclopentadienyl)bis(2,6-difluorophenyl)titanium C1(C=CC=C1)[Ti](C1=C(C=CC=C1F)F)(C1=C(C=CC=C1F)F)C1C=CC=C1